C1(=CC=CC=C1)[C@H](CC(=O)O)C1(CC1)C(F)(F)F (S)-3-phenyl-3-(1-(trifluoromethyl)cyclopropyl)propanoic acid